NC1=NC(=C2N(C(N(C2=N1)[C@H]1CN(CCC1)C=CCF)=O)C1=CC=C(C=C1)OC1=CC=CC=C1)N (R)-2,6-diamino-9-(1-(3-fluoropropenyl)piperidin-3-yl)-7-(4-phenoxyphenyl)-7,9-dihydro-8H-purin-8-one